COC(C=COC)=O 3-methoxy-prop-2-enoic acid methyl ester